C(C(O)C)(=O)OCCC.C(C(O)C)(=O)OCCC dipropyl bis(lactate)